C1=NC(=CC2=CC=CC=C12)NN1N=CC2=C1CN(C2)C#N (isoquinolin-3-ylamino)-4,6-dihydropyrrolo[3,4-c]pyrazole-5(1H)-carbonitrile